COC(CN(CCC(C(=O)O)NC(CC1(CCC1)C)=O)CCCCC1=NC=2NCCCC2C=C1)C 4-[[2-methoxypropyl]-[4-(5,6,7,8-tetrahydro-1,8-naphthyridin-2-yl)butyl]amino]-2-[[2-(1-methylcyclobutyl)acetyl]amino]butanoic acid